9-chloro-4-(2-fluoro-4-methyl-phenyl)-5-[4-[(3S)-1-(3-fluoropropyl)pyrrolidin-3-yl]oxyphenyl]-2,3-dihydro-1-benzoxepin-8-ol ClC1=C(C=CC=2C(=C(CCOC21)C2=C(C=C(C=C2)C)F)C2=CC=C(C=C2)O[C@@H]2CN(CC2)CCCF)O